1-(4-(3-amino-1H-indazol-5-yl)pyridin-2-yl)-3-(2-ethylphenyl)urea NC1=NNC2=CC=C(C=C12)C1=CC(=NC=C1)NC(=O)NC1=C(C=CC=C1)CC